2-METHOXYBENZYLISOCYANIDE COC1=C(C[N+]#[C-])C=CC=C1